1-(4-(3,3,3-trifluoroprop-1-yn-1-yl)phenyl)cyclobutan-1-ol FC(C#CC1=CC=C(C=C1)C1(CCC1)O)(F)F